2-((5-octyl-1,2,4-oxadiazol-3-yl)methyl)acrylic acid C(CCCCCCC)C1=NC(=NO1)CC(C(=O)O)=C